4-(4-(4-(3-(Hydroxymethyl)azetidin-1-yl)phenyl)tetrahydro-2H-pyran-4-yl)phenol OCC1CN(C1)C1=CC=C(C=C1)C1(CCOCC1)C1=CC=C(C=C1)O